BrC1=CC=C(S1)C1=C2N=C(C(=NC2=C(C=C1)C=1SC(=CC1)Br)C1=CC(=CC=C1)OCCCCCCCC)C1=CC(=CC=C1)OCCCCCCCC 5,8-bis(5-bromo-2-thienyl)-2,3-bis[3-(octyloxy)phenyl]Quinoxaline